(1H-benzotriazol-1-yloxy)tris(pyrrolidino)phosphonium hexafluorophosphate F[P-](F)(F)(F)(F)F.N1(N=NC2=C1C=CC=C2)O[P+](N2CCCC2)(N2CCCC2)N2CCCC2